4-(azetidin-1-yl)-2-hydroxybenzaldehyde N1(CCC1)C1=CC(=C(C=O)C=C1)O